C(C)OC(=O)C=1N(C2=CC=C(C=C2C1C)S(N(CCC1=CC=CC=C1)C1=C(C=CC=C1)N1CCN(CC1)C(=O)C=1SC=CC1Br)(=O)=O)C 5-(N-(2-(4-(3-bromothiophene-2-carbonyl)piperazin-1-yl)phenyl)-N-phenethylsulfamoyl)-1,3-dimethyl-1H-indole-2-carboxylic acid ethyl ester